(5-(trifluoromethyl)-6-((1-(trifluoromethyl)cyclopropyl)methoxy)pyridin-3-yl)methanone FC(C=1C=C(C=NC1OCC1(CC1)C(F)(F)F)C=O)(F)F